ClC=1C=NN2C1C(=NC(=C2)C=2C=NN(C2)C)O[C@@H]2[C@H](CC(CCC2)C(C=C)=O)F ((3S,4S)-4-((3-chloro-6-(1-methyl-1H-pyrazol-4-yl)pyrazolo[1,5-a]pyrazin-4-yl)oxy)-3-fluorocycloheptyl)prop-2-en-1-one